allyl 7-(((((S)-1-butoxy-1-oxopropan-2-yl)amino)(phenoxy)phosphoryl)methyl)-2-naphthoate C(CCC)OC([C@H](C)NP(=O)(OC1=CC=CC=C1)CC1=CC=C2C=CC(=CC2=C1)C(=O)OCC=C)=O